4-(1-fluorocyclopropyl)aniline FC1(CC1)C1=CC=C(N)C=C1